CC1=CC=C(C=C1)S(=O)(=O)OC1CCC(CC1)(F)F 4,4-difluorocyclohexyl 4-methylbenzenesulfonate